Ethyl (E)-3-(5-((tert-butoxycarbonyl)amino)-2-chloropyridin-4-yl)acrylate C(C)(C)(C)OC(=O)NC=1C(=CC(=NC1)Cl)/C=C/C(=O)OCC